2'-chloro-N-(5-(6-(difluoromethyl)pyridazine-3-carbonyl)-5,6-dihydro-4H-pyrrolo[3,4-d]thiazol-2-yl)-5'-methoxy-6-methyl-[4,4'-bipyridine]-3-carboxamide ClC1=NC=C(C(=C1)C1=C(C=NC(=C1)C)C(=O)NC=1SC2=C(N1)CN(C2)C(=O)C=2N=NC(=CC2)C(F)F)OC